CC1=CSC2=C1NC(N(C2=O)CCC)=S 7-methyl-3-propyl-2-thioxo-2,3-dihydrothieno[3,2-d]pyrimidin-4(1H)-one